4-benzyl-oxybutoxylethanol C(C1=CC=CC=C1)OCCCCOC(C)O